(S)-2-(((2R,3S,4R,5R)-5-(6-amino-2-chloro-9H-purin-9-yl)-3-ethynyl-3,4-dihydroxytetrahydrofuran-2-yl)methoxy)-3-phenyl-2-(1H-tetrazol-5-yl)propionic acid NC1=C2N=CN(C2=NC(=N1)Cl)[C@H]1[C@@H]([C@@]([C@H](O1)CO[C@@](C(=O)O)(CC1=CC=CC=C1)C1=NN=NN1)(O)C#C)O